(2,4-ditert-butoxypyrimidin-5-yl)boronic acid C(C)(C)(C)OC1=NC=C(C(=N1)OC(C)(C)C)B(O)O